(R)-N-(1-(1-ethylpiperidin-4-yl)ethyl)-5-(4-(trifluoromethyl)phenoxy)-2-naphthamide C(C)N1CCC(CC1)[C@@H](C)NC(=O)C1=CC2=CC=CC(=C2C=C1)OC1=CC=C(C=C1)C(F)(F)F